3-((3,8-diazabicyclo[3.2.1]octan-3-yl)methyl)-6-chloropyridin-2-amine C12CN(CC(CC1)N2)CC=2C(=NC(=CC2)Cl)N